tert-Butyl (R)-10-((2-oxopyrimidin-1(2H)-yl)methyl)-7-azaspiro[4.5]decane-7-carboxylate O=C1N(C=CC=N1)C[C@@H]1CCN(CC12CCCC2)C(=O)OC(C)(C)C